Tert-butyl 2-{4-[acetyl (ethyl) amino] piperidin-1-yl}-6-azaspiro[3.4]octane-6-carboxylate C(C)(=O)N(C1CCN(CC1)C1CC2(C1)CN(CC2)C(=O)OC(C)(C)C)CC